NC1C(C=NN1C1=C(C=C(C=C1Cl)C)Cl)=S=O 5-amino-1-(2,6-dichloro-4-methyl-phenyl)-4-sulfinyl-1H-pyrazole